NC1=C(C=C(C(=C1)C#N)F)SC[C@@H](C(=O)O)NC(=O)OC(C)(C)C (2R)-3-(2-amino-4-cyano-5-fluoro-phenyl)thio-2-(tert-butoxycarbonylamino)propionic acid